Cl.S1C(=NC2=C1C=CC=C2)OC2CC(C2)NCC2=C1C=CN=CC1=CC=C2F (1r,3r)-3-(benzo[d]thiazol-2-yloxy)-N-((6-fluoroisoquinolin-5-yl)methyl)cyclobutan-1-amine hydrochloride